ethyl 2-bromo-2-(3-fluoro-2-methoxy-5-((2-methyloxazol-5-yl)methyl)phenyl)acetate BrC(C(=O)OCC)C1=C(C(=CC(=C1)CC1=CN=C(O1)C)F)OC